2-(4-(4-(6-(5-fluoro-2-hydroxyphenyl)pyridazin-4-yl)phenyl)piperazin-1-yl)acetic acid FC=1C=CC(=C(C1)C1=CC(=CN=N1)C1=CC=C(C=C1)N1CCN(CC1)CC(=O)O)O